N-(2,4-dimethoxybenzyl)-9-fluoro-2-(3-iodocyclobutyl)-7-methoxy-[1,2,4]triazolo[1,5-c]quinazolin-5-amine COC1=C(CNC2=NC=3C(=CC(=CC3C=3N2N=C(N3)C3CC(C3)I)F)OC)C=CC(=C1)OC